N1(N=CC=C1)C1=CC=C(CN2C3=NC(=NC=C3NC2=O)C2=C(C=CC(=C2)Cl)C2CC2)C=C1 9-(4-(1H-pyrazol-1-yl)benzyl)-2-(5-chloro-2-cyclopropylphenyl)-7,9-dihydro-8H-purin-8-one